3-HYDROXYSULFOLANE OC1CS(=O)(=O)CC1